((2-(2-(dimethylamino)ethoxy)naphthalen-1-yl)methyl)naphthalen-2-ol CN(CCOC1=C(C2=CC=CC=C2C=C1)CC1=C(C=CC2=CC=CC=C12)O)C